FC1=NC(=C2N=CN(C2=N1)C1OCCCC1)NCC1=CC(=CC=C1)O 2-fluoro-6-[(3-hydroxybenzyl)amino]-9-(tetrahydro-2H-pyran-2-yl)-9H-purine